Ethyl (R)-1-(2-(1-(6-methoxy-3,4-dihydro-2H-benzo[b][1,4]oxazin-7-yl)-6-(pyrazolo[1,5-a]pyrimidin-3-yl)-1H-pyrazolo[4,3-c]pyridine-3-carboxamido)ethyl)pyrrolidine-3-carboxylate COC1=CC2=C(OCCN2)C=C1N1N=C(C=2C=NC(=CC21)C=2C=NN1C2N=CC=C1)C(=O)NCCN1C[C@@H](CC1)C(=O)OCC